palladium(II) methane-sulfonate CS(=O)(=O)[O-].[Pd+2].CS(=O)(=O)[O-]